OC1CCC(CC1)C1=NN(C=C1CN(CCN(C([O-])=O)C)C)[C@@H]1OCCCC1 |r| (R/S)-N-[2-([[3-(4-hydroxycyclohexyl)-1-(oxacyclohex-2-yl)-1H-pyrazol-4-yl] methyl] (methyl) amino) ethyl]-N-methylcarbamate